NC1=NC=C(C=C1C(=O)N[C@@H]1[C@H](CCC1)OCC1=CC=C(C=C1)C=1C=C2CC(CC2=CC1)NC(=O)C1CCN(CC1)C)C=1C=NN(C1)C 2-amino-N-{(1S,2S)-2-[(4-{2-[(1-methylpiperidine-4-carbonyl)amino]-2,3-dihydro-1H-inden-5-yl}phenyl)methoxy]cyclopentyl}-5-(1-methyl-1H-pyrazol-4-yl)pyridine-3-carboxamide